Cl[Pd](Cl)(Cl)Cl dichloropalladium dichloride